NC(C([C@H](CC1=CC=CC=C1)NC(=O)C1=NN(C(=C1)C)C=1SC2=C(N1)C=CC(=C2)OC)=O)=O (S)-N-(4-AMINO-3,4-DIOXO-1-PHENYLBUTAN-2-YL)-1-(6-METHOXYBENZO[D]THIAZOL-2-YL)-5-METHYL-1H-PYRAZOLE-3-CARBOXAMIDE